sec-Butyl ether C(C)(CC)OC(C)CC